C(CC)P(C1=C(SC=C1P(CCC)CCC)C1=CC=C(C=C1)OC)CCC 3,4-bis(di-n-propylphosphino)-2-(4-methoxyphenyl)thiophene